distearoyl hexamethylenediamine tert-Butyl 6-(4-((tert-butoxycarbonyl)amino)-4-methylpiperidin-1-yl)-3-(2,3-dichlorophenyl)-5-(1H-pyrazol-3-yl)-1H-pyrazolo[3,4-b]pyrazine-1-carboxylate C(C)(C)(C)OC(=O)NC1(CCN(CC1)C1=C(N=C2C(=N1)N(N=C2C2=C(C(=CC=C2)Cl)Cl)C(=O)OC(C)(C)C)C2=NNC=C2)C.C(CCCCCCCCCCCCCCCCC)(=O)NCCCCCCNC(CCCCCCCCCCCCCCCCC)=O